methyl (S)-2-((4-(6-((4-chloro-2-fluorobenzofuran-7-yl) methoxy) pyridin-2-yl)-2-oxopiperazin-1-yl) methyl)-1-(oxetan-2-ylmethyl)-1H-benzo[d]imidazole-6-carboxylate ClC1=CC=C(C2=C1C=C(O2)F)COC2=CC=CC(=N2)N2CC(N(CC2)CC2=NC1=C(N2C[C@H]2OCC2)C=C(C=C1)C(=O)OC)=O